N-Butyl-7-fluoro-1-methyl-1,2-dihydro-3H-benzo[e]indole-3-carboximidamide C(CCC)NC(=N)N1CC(C=2C3=C(C=CC12)C=C(C=C3)F)C